O1C(=CC=C1)C1=NN2C(N=C(N=C2N)NCCC2=CC=C(C=C2)OCC2=CC=NC=C2)=N1 2-(Furan-2-yl)-N5-(4-(pyridin-4-ylmethoxy)phenethyl)-[1,2,4]triazolo[1,5-a][1,3,5]triazine-5,7-diamine